2-(4-phenoxyphenyl)piperidine O(C1=CC=CC=C1)C1=CC=C(C=C1)C1NCCCC1